2-[amino(8-azabicyclo[3.2.1]octan-3-yl)methyl]-4,5-dichlorophenol NC(C1=C(C=C(C(=C1)Cl)Cl)O)C1CC2CCC(C1)N2